2-[[1-[2-[[2-(2,6-dioxo-3-piperidyl)-1-oxo-isoindolin-4-yl]amino]acetyl]-4-piperidyl]oxy]acetic acid O=C1NC(CCC1N1C(C2=CC=CC(=C2C1)NCC(=O)N1CCC(CC1)OCC(=O)O)=O)=O